methyl-4-(3-(2-oxopyrrolidin-1-yl)phenyl)-5,7-dihydro-6H-pyrrolo[3,4-d]pyrimidine-6-carbonitrile CC=1N=C(C2=C(N1)CN(C2)C#N)C2=CC(=CC=C2)N2C(CCC2)=O